CN1N=NC=2N(C1=O)C=NC2C(SCC)=O S-ethyl 3-methyl-4-oxo-3,4-dihydroimidazo[5,1-d][1,2,3,5]tetrazine-8-carbothioate